NC=1C=C2CC(C(N(C2=CC1)CC1=CC=CC=C1)=O)COC 6-amino-1-benzyl-3-(methoxymethyl)-3,4-dihydroquinolin-2-one